ClC=1C(=CC(=NC1)C(F)(F)F)I 5-chloro-4-iodo-2-(trifluoromethyl)pyridin